C(C)C=1C2=C(SC1C#CC)C(=CC=C2)N[C@@H]2[C@@H](CN(CC2)C)F 3-(3-ethyl-7-(((3R,4S)-3-fluoro-1-methylpiperidin-4-yl)amino)benzo[b]thiophen-2-yl)prop-2-yn